FC1(C(C1)C=1C(=NN(N1)CC)C(=O)O)F 2,2-difluorocyclopropyl-(ethyl)-2H-1,2,3-triazole-4-carboxylic acid